4-{3-(cyanomethyl)-3-[4-(1H-pyrrolo[2,3-b]pyridin-4-yl)-1H-pyrazol-1-yl]azetidin-1-yl}-N-(2-methoxypyridin-3-yl)piperidine-1-carboxamide C(#N)CC1(CN(C1)C1CCN(CC1)C(=O)NC=1C(=NC=CC1)OC)N1N=CC(=C1)C1=C2C(=NC=C1)NC=C2